2-benzylsulfanyl-3,4-dichloro-1,5-difluoro-benzene C(C1=CC=CC=C1)SC1=C(C=C(C(=C1Cl)Cl)F)F